(S)-5-(4-(3-cyclohexylmorpholino)-2-(1-(2-hydroxy-2-methylpropyl)-1H-pyrazol-4-yl)quinazolin-6-yl)-1,3-dimethylpyridin-2(1H)-one C1(CCCCC1)[C@H]1COCCN1C1=NC(=NC2=CC=C(C=C12)C=1C=C(C(N(C1)C)=O)C)C=1C=NN(C1)CC(C)(C)O